NCC(C#N)(C#N)C#N 2-aminoethane-1,1,1-tricarbonitrile